P(=O)(OCN1C(C=2C(C1=O)=CC=CC2)=O)(OCC)OCC (phthalimidomethyl) Diethyl Phosphate